BrC=1N=C(C(=NC1)N)C=1OC(=NN1)C1=CC=C(C=C1)CNC1CCN(CC1)C 5-Bromo-3-(5-(4-(((1-methylpiperidin-4-yl)amino)methyl)phenyl)-1,3,4-oxadiazol-2-yl)pyrazine-2-Amine